C(CCC)N(C(CC)=O)CCCC N,N-dibutyl-propanamide